3-oxo-2-azaspiro[4.5]decane O=C1NCC2(C1)CCCCC2